3-(3-methyl-2-oxo-5-(1'-(piperidin-4-ylmethyl)-[4,4'-bipiperidin]-1-yl)-2,3-dihydro-1H-benzo[d]imidazol-1-yl)piperidine-2,6-dione (88e)-trifluoroacetate FC(C(=O)O)(F)F.CN1C(N(C2=C1C=C(C=C2)N2CCC(CC2)C2CCN(CC2)CC2CCNCC2)C2C(NC(CC2)=O)=O)=O